5-(3,4-dimethoxyphenyl)-3-(4-methoxyphenyl)-1-((2-(trimethylsilyl)ethoxy)methyl)-1H-pyrazolo[3,4-b]pyridine COC=1C=C(C=CC1OC)C=1C=C2C(=NC1)N(N=C2C2=CC=C(C=C2)OC)COCC[Si](C)(C)C